COC=1C=C(C=C2C(CN(C(C12)=O)C(=O)OC(C)(C)C)(C)C)B1OC(C(O1)(C)C)(C)C tert-butyl 8-methoxy-4,4-dimethyl-1-oxo-6-(4,4,5,5-tetramethyl-1,3,2-dioxaborolan-2-yl)-3H-isoquinoline-2-carboxylate